((3aR,7aR)-3-(3-(3,4-Dihydroisoquinolin-2(1H)-yl)-2-hydroxypropyl)-2-oxooctahydro-1H-benzo[d]imidazol-1-yl-methyl)benzonitrile C1N(CCC2=CC=CC=C12)CC(CN1C(N([C@H]2[C@H]1CCCC2)CC2=C(C#N)C=CC=C2)=O)O